NC1=CC(=C2N3CCC[C@H]3CCCC=3C(=CC=C(C(C4=NN=C(C1=N2)O4)(O)C(F)(F)F)C3)F)C(F)(F)F (15R)-23-Amino-10-fluoro-6,21-bis(trifluoromethyl)-26-oxa-3,4,19,24-tetraazapentacyclo[18.3.1.12,5.17,11.015,19]hexacosa-1(24),2,4,7,9,11(25),20,22-octaen-6-ol